2-benzopyran C1OC=CC2=C1C=CC=C2